((2-(((S)-1-((S)-2-((S)-4-acetyl-3-phenylpiperazine-1-carbonyl)pyrrolidin-1-yl)-3,3-dimethyl-1-oxobutan-2-yl)carbamoyl)benzo[b]thiophen-5-yl)difluoromethyl)phosphonic acid C(C)(=O)N1[C@H](CN(CC1)C(=O)[C@H]1N(CCC1)C([C@H](C(C)(C)C)NC(=O)C1=CC2=C(S1)C=CC(=C2)C(F)(F)P(O)(O)=O)=O)C2=CC=CC=C2